(2S,3R)-2-(((2-(benzyloxy)-1-oxo-2,5-diazaspiro[3.4]oct-6-yl)methyl)amino)-3-hydroxybutyramide C(C1=CC=CC=C1)ON1C(C2(C1)NC(CC2)CN[C@H](C(=O)N)[C@@H](C)O)=O